1-(4-ethynylphenyl)-2-methylpropan-2-yl alaninate N[C@@H](C)C(=O)OC(CC1=CC=C(C=C1)C#C)(C)C